CNC1(CCC1)C(=O)O 1-(METHYLAMINO)CYCLOBUTANE-1-CARBOXYLIC ACID